spiro[4.5]decan-8-ylhydrazine hydrochloride Cl.C1CCCC12CCC(CC2)NN